CN(C(OC(C)(C)C)=O)CC1=C(C=CC=C1)CN(CC(NC=1C=C2C[C@@]3(CC2=CC1)C(NC1=NC=CC=C13)=O)=O)C(=O)C1(CCNCC1)C tert-Butyl N-methyl-N-[[2-[[(4-methylpiperidine-4-carbonyl)-[2-oxo-2-[[(3R)-2-oxospiro[1H-pyrrolo[2,3-b]pyridine-3,2'-indane]-5'-yl]amino]ethyl]amino]methyl]phenyl]methyl]carbamate